2-(2-(2-methoxyethoxy)ethoxy)ethanol COCCOCCOCCO